CC=1C=C(C=2C3=C(C(OC2C1)(C)C)CCC(=C3)C)O 3,6,6,9-Tetramethyl-7,8-dihydrobenzo[c]chromen-1-ol